phenyl-3-(4-(difluoromethoxy)phenyl)-1,2,4-oxadiazol-5(4H)-one C1(=CC=CC=C1)N1C(=NOC1=O)C1=CC=C(C=C1)OC(F)F